3-bromo-1-(3-chloro-2-pyridyl)-4,5-dihydro-1H-pyrazole-5-formic acid BrC1=NN(C(C1)C(=O)O)C1=NC=CC=C1Cl